N-(5-chloro-6-(2H-1,2,3-triazol-2-yl)pyridin-3-yl)-N'-(4-(1-methoxyethyl)-6-methyl-1,5-naphthyridin-3-yl)urea ClC=1C=C(C=NC1N1N=CC=N1)NC(=O)NC=1C=NC2=CC=C(N=C2C1C(C)OC)C